C(C)N1C[C@@H](C[C@@H](C1)F)NC=1C(NC(=NN1)C1=C(C=C(C=C1)C(F)(F)F)O)=O 6-[[(3R,5S)-1-ethyl-5-fluoro-3-piperidyl]-amino]-3-[2-hydroxy-4-(trifluoromethyl)-phenyl]-4H-1,2,4-triazin-5-one